[N+](=O)([O-])C1=C(C(=O)O)C=C(C=C1)SSC=1C=CC(=C(C(=O)O)C1)[N+](=O)[O-] 5,5'-Dithiobis(2-nitro-benzoic acid)